ClC1=C(C#N)C=CC(=C1)N1CC2(C[C@H]1C)CCN(CC2)C2=CC=C(C=C2)C(=O)N2CCC1(CC(C1)=O)CC2 (R)-2-Chloro-4-(3-methyl-8-(4-(2-oxo-7-azaspiro[3.5]nonane-7-carbonyl)phenyl)-2,8-diazaspiro[4.5]decan-2-yl)benzonitrile